FC1=C(C=CC(=C1)F)B(O)O 2,4-DIFLUOROPHENYLBORONIC ACID